1-(2-(2-aminoethoxy)-2-methylpropyl)-2-(ethoxymethyl)-1H-imidazo[4,5-c]quinolin NCCOC(CN1C(=NC=2C=NC=3C=CC=CC3C21)COCC)(C)C